6-(3-Chloro-6-(difluoromethyl)-2-fluorophenyl)-N-(1-(1-(2-((2-hydroxyethyl)(pyridin-2-ylmethyl)amino)pyrimidin-5-yl)ethyl)-1H-pyrazol-4-yl)pyrazine-2-carboxamide ClC=1C(=C(C(=CC1)C(F)F)C1=CN=CC(=N1)C(=O)NC=1C=NN(C1)C(C)C=1C=NC(=NC1)N(CC1=NC=CC=C1)CCO)F